bis-(6-maleimidohexanoyl)glycine C1(C=CC(N1CCCCCC(=O)N(CC(=O)O)C(CCCCCN1C(C=CC1=O)=O)=O)=O)=O